O(C1=CC=CC=C1)C1=[N+](C2=CC=CC=C2C=C1)C=1OC=CC1 2-phenoxy-1-(2-furyl)quinolinium